NC1=C(C2=C(N=C(N=C2C2=C(C(=NC=C2)O)CN)C)N1C1=C(C(=CC=C1C)OC)C)C(=O)OC methyl 6-amino-4-(3-(aminomethyl)-2-hydroxypyridin-4-yl)-7-(3-methoxy-2,6-dimethylphenyl)-2-methyl-7H-pyrrolo[2,3-d]pyrimidine-5-carboxylate